N-((1,2,3,5,6,7-Hexahydro-s-indacen-4-yl)carbamoyl)-[1,3'-bipyrrolidine]-1'-sulfonamide, potassium salt [K].C1CCC2=C(C=3CCCC3C=C12)NC(=O)NS(=O)(=O)N1CC(CC1)N1CCCC1